C1(CCCCC1)[NH-] trans-cyclohexyl-amide